(1R,3s,5S)-8-isopropyl-8-azabicyclo[3.2.1]octan C(C)(C)N1[C@@H]2CCC[C@H]1CC2